C1(COCOC1)C(=O)O 3,5-dioxacyclohexanecarboxylic acid